C(C)C(C(=O)O)(CC)C.CC(C(=O)OCC)CC ethyl 2-methylbutyrate (ethyl 2-methylbutanoate)